C[Si](C)(C)C Tetramethyl-silane